Cl.NC(C(=O)N1CCN(CC1)C(=O)NC1=NC(N(C=C1)C1=CC=C(C=C1)CN1CCC2(CCC2N)CC1)=O)(C)C 4-(2-Amino-2-methylpropanoyl)-N-(1-(4-((1-amino-7-azaspiro[3.5]nonan-7-yl)methyl)phenyl)-2-oxo-1,2-dihydropyrimidin-4-yl)piperazine-1-carboxamide Hydrochloride Salt